(2Z,3Z)-2,3-Benzofurandion O1C(C(C2=C1C=CC=C2)=O)=O